1-[3-Chloro-5-(trifluoromethyl)pyridin-2-yl]-4-[(5-nitrofuran-2-yl)methyl]piperazine ClC=1C(=NC=C(C1)C(F)(F)F)N1CCN(CC1)CC=1OC(=CC1)[N+](=O)[O-]